OC1(CCN(CC1)C(C[C@@H](C)C1=CC=CC=C1)=O)CN1C(C=C(C(=C1)N1C(CCC1)=O)C1=CC=CC=C1)=O (R)-1-((4-hydroxy-1-(3-phenylbutyryl)piperidin-4-yl)methyl)-5-(2-oxopyrrolidin-1-yl)-4-phenylpyridin-2(1H)-one